O[C@H](CO)C1=C2C(=NC=C1)N(N=C2CN(C(C=C)=O)C)C2=CC=C(C=C2)OC(F)(F)F N-[[4-[(1S)-1,2-dihydroxyethyl]-1-[4-(trifluoromethoxy)phenyl]pyrazolo[3,4-b]pyridin-3-yl]methyl]-N-methyl-prop-2-enamide